C(CCCCC(C)C)C1(CCC(CC1)(C(=O)O)CCCCCC(C)C)C(=O)O diisooctyl-1,4-cyclohexanedicarboxylic acid